ON1[C@@H](CCCC1)C(=O)O (5S)-hydroxy-L-pipecolic acid